CC=1C=2N(C=C(N1)C)N=C(C2)C2=NC1=CC=C(C=C1C(N2)=O)N2[C@@H](CN(CC2)CC)C (R)-2-(4,6-Dimethylpyrazolo[1,5-a]pyrazin-2-yl)-6-(4-ethyl-2-methylpiperazin-1-yl)quinazolin-4(3H)-one